C1(=CC=CC=C1)S(=O)(=O)N1CC(C1)C=1C=CC=C2C=C(N(C12)CC1CC1)C1=NC2=C(N1C)C(=CC(=C2)C(=O)N2[C@@H]1CC[C@H](C2)[C@H]1N)OC (1R,4R,7R)-2-(2-{7-[1-(benzenesulfonyl)azetidin-3-yl]-1-(cyclopropylmethyl)-1H-indol-2-yl}-7-methoxy-1-methyl-1H-1,3-benzodiazole-5-carbonyl)-2-azabicyclo[2.2.1]heptan-7-amine